P(=O)([O-])([O-])[O-].[Mn+2].[V+5].[Na+] sodium-vanadium manganese phosphate